bis(3-isocyanatophenyl)propane tert-butyl-((1S,2S,3R)-2-hydroxy-3-((2-nitro-5-(pyrimidin-2-yl)phenyl)amino)cyclohexyl)carbamate C(C)(C)(C)N(C(O)=O)[C@@H]1[C@H]([C@@H](CCC1)NC1=C(C=CC(=C1)C1=NC=CC=N1)[N+](=O)[O-])O.N(=C=O)C=1C=C(C=CC1)C(C)(C)C1=CC(=CC=C1)N=C=O